C(C)(C)NC1=NC2=CC=C(C=C2C=C1C(=O)NC1CCN(CC1)C(=O)N1CCOCC1)C=1C=NNC1 (isopropylamino)-N-(1-(morpholine-4-carbonyl)piperidin-4-yl)-6-(1H-pyrazol-4-yl)quinoline-3-carboxamide